C(C)C1N(C(CC12CCN(CC2)C2=CN=C1C(=N2)N(N=C1)C1COC1)=O)C1=NC=C(C=C1)C(F)(F)F 1-ethyl-8-(1-(oxetan-3-yl)-1H-pyrazolo[3,4-b]pyrazin-6-yl)-2-(5-(trifluoromethyl)pyridin-2-yl)-2,8-diazaspiro[4.5]decan-3-one